trans-4-Hydroxy-N-(4-(1-isopropyl-1H-pyrazol-4-yl)pyridin-2-yl)-N-((trans-4-(4-methoxy-3-methylphenyl)cyclohexyl)methyl)cyclohexanecarboxamide O[C@@H]1CC[C@H](CC1)C(=O)N(C[C@@H]1CC[C@H](CC1)C1=CC(=C(C=C1)OC)C)C1=NC=CC(=C1)C=1C=NN(C1)C(C)C